1-(2-methoxy-1,1-dimethyl-2-oxo-ethyl)pyrazole-3-carboxylic acid COC(C(C)(C)N1N=C(C=C1)C(=O)O)=O